ClC=1C(N(C(=CC1OCC1=NC=C(C=C1F)F)C)C1=CC(=NC=C1C)C1=CC(=NC=C1)C(=O)OC)=O methyl 4-{3-chloro-4-[(3,5-difluoropyridin-2-yl)methoxy]-5',6-dimethyl-2-oxo-[1,4'-bipyridin]-2'-yl}pyridine-2-carboxylate